lead-mercury sulphate S(=O)(=O)([O-])[O-].[Hg+].[Pb+2]